Ethyl (3R,4S,5R)-4-(Diethoxyphosphorylamino)-5-Methane-Sulfonyloxy-3-(Pent-3-yloxy)Cyclohex-1-Enecarboxylate C(C)OP(=O)(OCC)N[C@H]1[C@@H](C=C(C[C@H]1OS(=O)(=O)C)C(=O)OCC)OC(CC)CC